CC=1C(=NC(=CN1)C)CO (3,6-dimethylpyrazin-2-yl)methanol